CN1N=C(C=C1C)C=1N(C(=NN1)SC1=C(C=C(C=C1F)C(=O)NO)F)C 4-[[5-(1,5-dimethyl-pyrazol-3-yl)-4-methyl-1,2,4-triazol-3-yl]sulfanyl]-3,5-difluoro-benzenecarbohydroxamic acid